N[C@@H](C)C(=O)N1CCCC1 alanyl-pyrrolidine